3-((4-(dihydroxyboranyl)phenyl)methyl)-1,3-benzodiazol-5-carboxylic acid trifluoroacetic acid salt FC(C(=O)O)(F)F.OB(C1=CC=C(C=C1)CN1C=NC2=C1C=C(C=C2)C(=O)O)O